F[C@H]1CN(CC[C@H]1NC1=C2C=C(N(C2=CC=C1)CC(F)(F)F)C#N)C 4-[(3S,4R)-3-fluoro-1-methyl-4-piperidylamino]-1-(2,2,2-trifluoroethyl)-2-indolecarbonitrile